{6-[(3-hydroxyoxetan-3-yl)methyl]-5,6,7,8-tetrahydro-1H-pyrrolo[2,3-g]isoquinolin-2-yl}methanone tert-butyl-N-[(2S)-1-hydroxy-4-(trifluoromethoxy)butan-2-yl]carbamate C(C)(C)(C)OC(N[C@H](CO)CCOC(F)(F)F)=O.OC1(COC1)CN1CC=2C=C3C(=CC2CC1)NC(=C3)C=O